Cl.FC=1C=C(C=C2C(=CC=NC12)C(=O)NC)C1=NC(=NC=C1F)NC1CCN(CC1)S(=O)(=O)C 8-fluoro-6-(5-fluoro-2-((1-(methylsulfonyl)piperidin-4-yl)amino)pyrimidin-4-yl)-N-methylquinoline-4-carboxamide hydrochloride